[C@@H]1([C@@H](CCCC1)N)N (1r,2r)-cyclohexane-1,2-diamine